FC(CN1N=CC=2C1=NC(=CN2)N2CC1(CN(C1)C(C1=C(C=CC=C1)C(F)(F)F)=O)CC2)F 6-[1-(2,2-difluoroethyl)-1H-pyrazolo[3,4-b]pyrazin-6-yl]-2-[2-(trifluoromethyl)benzoyl]-2,6-diazaspiro[3.4]octane